NC=1C2=C(N=CN1)N(C=C2C=2C(=C(C=CC2)NS(=O)(=O)C2=C(C=C(C(=C2)Cl)OC)F)F)C N-[3-(4-amino-7-methyl-7H-pyrrolo[2,3-d]pyrimidin-5-yl)-2-fluoro-phenyl]-5-chloro-2-fluoro-4-methoxy-benzenesulfonamide